2-(2-(2-((1S,2S,5R)-1-hydroxy-2-isopropyl-5-methylcyclohexane-1-carboxamido)ethyl)phenoxy)-N,N,N-trimethylethan-1-aminium iodide [I-].O[C@@]1([C@@H](CC[C@H](C1)C)C(C)C)C(=O)NCCC1=C(OCC[N+](C)(C)C)C=CC=C1